FC=1C=C2C=NN(C2=CC1OCCOC)S(=O)(=O)C1=CC=C(C)C=C1 5-fluoro-6-(2-methoxy-ethoxy)-1-(toluene-4-sulfonyl)-1H-indazole